C(C)OC(=O)C=1C2=C(SC1)C=C(C=C2)C2=NN=NN2 6-(1H-tetrazol-5-yl)benzo[b]thiophene-3-carboxylic acid ethyl ester